(2S,4r)-4-fluoro-1-methyl-N-[1-(propan-2-yl)-1H-pyrazol-4-yl]pyrrolidine-2-carboxamide F[C@@H]1C[C@H](N(C1)C)C(=O)NC=1C=NN(C1)C(C)C